N-((cyclopropylmethyl)(methyl)(oxo)-λ6-sulfaneylidene)-7-(5-(trifluoromethyl)-1,2,4-oxadiazol-3-yl)imidazo[1,2-a]pyridine-2-carboxamide C1(CC1)CS(=NC(=O)C=1N=C2N(C=CC(=C2)C2=NOC(=N2)C(F)(F)F)C1)(=O)C